((5S,7S)-7-fluoro-5-phenyl-6,7-dihydro-5H-pyrrolo[1,2-b][1,2,4]triazol-2-yl)(2-(pyridin-2-yl)cyclopropyl)methanone F[C@H]1C[C@H](N2N=C(N=C21)C(=O)C2C(C2)C2=NC=CC=C2)C2=CC=CC=C2